2-ethyl-7-methoxyimidazo[1,2-a]-pyridine-3-carboxylic acid C(C)C=1N=C2N(C=CC(=C2)OC)C1C(=O)O